N-hydroxyacetamide hydrochloride Cl.ONC(C)=O